O1C=C(C2=C1C=CC=C2)C2=CC=C1CN(C(C1=C2)=O)[C@H](C(=O)N[C@@H](CC(=O)O)C(COC2=C(C(=CC(=C2F)F)F)F)=O)CC (S)-3-((S)-2-(6-(benzofuran-3-yl)-1-oxoisoindolin-2-yl)butanamido)-4-oxo-5-(2,3,5,6-tetrafluorophenoxy)pentanoic acid